nonane bis(trifluoroacetate) FC(C(=O)O)(F)F.FC(C(=O)O)(F)F.CCCCCCCCC